cyclopropyl-imidazo[4,5-c]pyridin-2-one C1(CC1)C1=NC=CC=2C1=NC(N2)=O